1-(trans-4-(5-fluoropyridin-3-yl)-1-(2-methoxyethyl)pyrrolidin-3-yl)-3-(2-phenyl-2,4,5,6-tetrahydrocyclopent[c]pyrazol-3-yl)urea FC=1C=C(C=NC1)[C@H]1[C@@H](CN(C1)CCOC)NC(=O)NC1=C2C(=NN1C1=CC=CC=C1)CCC2